C(C)(=O)O[C@H](CC1=CC(=C(C=C1)OC)OC)C (S)-1-(3,4-dimethoxyphenyl)propan-2-yl acetate